Tert-butyl 2-(4-(6-(2,5-dioxo-2,5-dihydro-1H-pyrrol-1-yl)hexanoyl)piperazine-1-carbonyl)hydrazine-1-carboxylate O=C1N(C(C=C1)=O)CCCCCC(=O)N1CCN(CC1)C(=O)NNC(=O)OC(C)(C)C